ClC1=CC=2C(OCCC=3C=C(N=CC3C=3C=CC(=C(NS(C(=C1OC)C2)(=O)=O)C3)C3CC3)F)=O 14-chloro-20-cyclopropyl-5-fluoro-15-methoxy-17,17-dioxo-10-oxa-17λ6-thia-4,18-diazatetracyclo[17.3.1.112,16.02,7]tetracosa-1(23),2(7),3,5,12(24),13,15,19,21-nonaen-11-one